COC1=CC=C2C(=N1)SCC2(C)C 6-methoxy-3,3-dimethyl-2,3-dihydrothieno[2,3-b]pyridine